tert-butyl 3-(2-{2-[(2R,7aS)-2-fluoro-hexahydro-1H-pyrrolizin-7a-yl] ethynyl}-7-chloro-8-fluoro-1,6-naphthyridin-4-yl)-3,8-diazabicyclo[3.2.1]octane-8-carboxylate F[C@@H]1C[C@@]2(CCCN2C1)C#CC1=NC2=C(C(=NC=C2C(=C1)N1CC2CCC(C1)N2C(=O)OC(C)(C)C)Cl)F